CC(C)(CC(C)(C)C)N1C(N(C=C1)C(C)(CC(C)(C)C)C)=[Au-2]Cl 1,3-bis(2,4,4-trimethylpentan-2-yl)-2,3-dihydro-1H-imidazol-2-ylidenegold(I) chloride